ClC1=C(C(=O)NC2=CC=C(C=C2)C=2OC(=NN2)NC(C2=C(C=CC=C2)Cl)=O)C=CC=C1 2-chloro-N-(4-(5-(2-chlorobenzamido)-1,3,4-oxadiazol-2-yl)phenyl)benzamide